BrCCCCCCOC 1-Bromo-6-methoxyhexane